ClC1=CC=C(C=N1)NC1=NC=CC2=CC(=CC=C12)N=S(=O)(C)CC1CC1 ((1-((6-chloropyridin-3-yl)amino)isoquinolin-6-yl)imino)(cyclopropylmethyl)(methyl)-λ6-sulfanone